ClC=1C=CC(=C(C1)C1=CC2=C(OCCN2C2=CC(=NC=C2)NC(CCN2CC(N(CC2)C)=O)=O)C=N1)F N-{4-[7-(5-chloro-2-fluorophenyl)-1H,2H,3H-pyrido[3,4-b][1,4]oxazin-1-yl]pyridin-2-yl}-3-(4-methyl-3-oxopiperazin-1-yl)propanamide